C(C)(C)(C)OC(=O)N1C[C@H](OCC1)CN1CCC(CC1)NC=1C=2N(C=C(C1)C(F)(F)F)C(=CN2)[C@@](C[2H])(C)[2H] |&1:34| (2R)-2-[[4-[[3-[rac-1,2-dideutero-1-methyl-ethyl]-6-(trifluoromethyl)imidazo[1,2-a]pyridin-8-yl]amino]-1-piperidinyl]methyl]morpholine-4-carboxylic acid tert-butyl ester